COC(=O)C=1C=CC=2N(N1)C(=NN2)C(C)C isopropyl-[1,2,4]Triazolo[4,3-b]Pyridazine-6-carboxylic acid methyl ester